ClC1=CNC=2N=C(N=C(C21)NC2CCCCC2)NC2=C(C=C(C=C2)C2=CC=NN2C)OC 5-chloro-N4-cyclohexyl-N2-(2-methoxy-4-(1-methyl-1H-pyrazol-5-yl)phenyl)-7H-pyrrolo[2,3-d]pyrimidine-2,4-diamine